C(#N)C=1C=C(C(=O)O)C=CC1N1N=NN=C1SCC(=O)C1=CC=C(C=C1)[N+](=O)[O-] 3-Cyano-4-(5-((2-(4-nitrophenyl)-2-oxoethyl)thio)-1H-tetrazol-1-yl)benzoic acid